OC(C=C)C=1C=NN(C1)C1CCN(CC1)C(=O)OC(C)(C)C tert-butyl 4-[4-(1-hydroxyallyl)pyrazol-1-yl]piperidine-1-carboxylate